N-(6-bromoisoquinolin-3-yl)-6-oxaspiro[2.5]octane-1-carboxamide BrC=1C=C2C=C(N=CC2=CC1)NC(=O)C1CC12CCOCC2